CC1(OC2(CC1)CCN(CC2)CC2=C(C=C(CNC1=C3C(N(C(C3=CC=C1)=O)C1C(NC(CC1)=O)=O)=O)C=C2)F)C 4-(4-((2,2-dimethyl-1-oxa-8-azaspiro[4.5]decan-8-yl)methyl)-3-fluorobenzylamino)-2-(2,6-dioxopiperidin-3-yl)isoindoline-1,3-dione